N1=C(C=CC=C1)N1C(C(=CC=C1)Br)=O N-(2-pyridyl)-3-bromo-2-pyridone